[Na+].S(=O)(=O)([O-])CCCCOCCCCS(=O)(=O)[O-].[Na+] sulfobutyl ether sodium salt